1,3-bis(4-fluorophenyl)-1H-pyrazole-4-Carboxaldehyde FC1=CC=C(C=C1)N1N=C(C(=C1)C=O)C1=CC=C(C=C1)F